C1(CC12CCNCC2)NC=2C=C(C=CC2C(F)(F)F)C2=NNC(O2)=O 5-{3-[(6-Azaspiro[2.5]oct-1-yl)amino]-4-(trifluoromethyl)phenyl}-1,3,4-oxadiazol-2(3H)-one